(2R,4R)-6-chloro-4-hydroxy-N-(3-{4-[(1R,3S)-3-(trifluoromethoxy)cyclopentyl]-1H-1,2,3-triazol-1-yl}bicyclo[1.1.1]pentan-1-yl)-3,4-dihydro-2H-1-benzopyran-2-carboxamide ClC=1C=CC2=C([C@@H](C[C@@H](O2)C(=O)NC23CC(C2)(C3)N3N=NC(=C3)[C@H]3C[C@H](CC3)OC(F)(F)F)O)C1